Cl.C1(=CC=CC=C1)/C=C/CC1=C(C=CC=C1)CN [(2E)-3-phenyl-2-propenyl]benzenemethanamine hydrochloride